ethyl 2-(5-bromo-3-(trifluoromethyl)-1H-1,2,4-triazol-1-yl)acetate BrC1=NC(=NN1CC(=O)OCC)C(F)(F)F